C1(CC1)C=1N=CC=2C3=C(C=C(C2C1)S(=O)(=O)NCC(C)C)C(CC3NC3=NN=CN3C=3C=NC=CC3)NC3=NN=CN3C=3C=NC=CC3 3-cyclopropyl-N-(2-methylpropyl)-7,9-bis[(4-pyridin-3-yl-1,2,4-triazol-3-yl)amino]-8,9-dihydro-7H-cyclopenta[h]isoquinoline-5-sulfonamide